N-(bicyclo[1.1.1]pentan-1-yl)-6-(1H-imidazol-1-yl)picolinamide C12(CC(C1)C2)NC(C2=NC(=CC=C2)N2C=NC=C2)=O